(1R,2S,5S)-3-(diphenylcarbamoyl)-8-(methyl-(pyridine-4-ylmethyl)carbamoyl)-3,8-diazabicyclo[3.2.1]octane-2-carboxylic acid C1(=CC=CC=C1)N(C(=O)N1[C@@H]([C@H]2CC[C@@H](C1)N2C(N(CC2=CC=NC=C2)C)=O)C(=O)O)C2=CC=CC=C2